[C@H]12CN(C[C@H](CC1)N2)C2=NC(=NC1=C(C(=CC=C21)C=2C(=C(C=C1C=NN(C21)C)C)C)F)OC[C@]21CCCN1C[C@@H](C2)F 4-((1R,5S)-3,8-diazabicyclo[3.2.1]octan-3-yl)-8-fluoro-2-(((2R,7aS)-2-fluorotetrahydro-1H-pyrrolizin-7a(5H)-yl)methoxy)-7-(1,5,6-trimethyl-1H-indazol-7-yl)quinazoline